C(C)OC(C1=CC(=C(C=C1)NCCN(C)C)[N+](=O)[O-])=O 4-((2-(dimethylamino)ethyl)amino)-3-nitrobenzoic acid ethyl ester